NC=1C2=C(N=CN1)N(C1=C2C=CN=C1)CC(=O)N1[C@@H]2C[C@@H]2C[C@H]1C(=O)NC1=NC(=CC=C1)Br (1R,3S,5R)-2-(2-(4-amino-9H-pyrido[4',3':4,5]pyrrolo[2,3-d]pyrimidin-9-yl)acetyl)-N-(6-bromopyridin-2-yl)-2-azabicyclo[3.1.0]hexane-3-carboxamide